2-Ethyl-tridecanol C(C)C(CO)CCCCCCCCCCC